C(C)(=O)OCC(=CC1OC(OC1)(C)C)C 3-(2,2-dimethyl-1,3-dioxolan-4-yl)-2-methylallyl acetate